CC(CN)(CCC1=CC=CC=C1)C 2,2-dimethyl-4-phenylbutylamine